FC1=CC=CC2=C1NC(O2)=O 4-fluoro-1,3-benzoxazol-2(3H)-one